methyl 5-amino-3-chloro-pyridine-2-carboxylate NC=1C=C(C(=NC1)C(=O)OC)Cl